OC12CCC(CC1)(CC2)CC2CC21NCCC(C1)C(=O)N ((4-hydroxybicyclo[2.2.2]octan-1-yl)methyl)-4-azaspiro[2.5]octane-7-carboxamide